tert-butyl (1-azido-15-{2-[(tert-butoxycarbonyl)amino]ethyl}-11-oxo-3,6,9-trioxa-12,15-diazaheptadecan-17-yl)carbamate N(=[N+]=[N-])CCOCCOCCOCC(NCCN(CCNC(OC(C)(C)C)=O)CCNC(=O)OC(C)(C)C)=O